amyl-terphenyl C(CCCC)C1=C(C=CC=C1)C=1C(=CC=CC1)C1=CC=CC=C1